butyl 3,4-dihydro-2,2-dimethyl-4-oxo-2H-pyran-6-carboxylate CC1(OC(=CC(C1)=O)C(=O)OCCCC)C